Cl.C1(CC1)OC1=C(N=C2N1C=C(C=C2)C(=O)NC2=NC=C(C=C2)N2CCNCC2)C cyclopropoxy-2-methyl-N-(5-(piperazin-1-yl)pyridin-2-yl)imidazo[1,2-a]pyridine-6-carboxamide hydrochloride